COC=1C=C(C=C(C1)OC)Cl 3,5-dimethoxy-chlorobenzene